(E)-3-(4-(3-hydroxyprop-1-en-1-yl)-1-Carbonylisoindolin-2-yl)piperidine-2,6-dione OC/C=C/C1=C2CN(C(C2=CC=C1)=C=O)C1C(NC(CC1)=O)=O